bromoglucosamine BrC1(O)[C@H](N)[C@@H](O)[C@H](O)[C@H](O1)CO